3-chloro-2-fluoro-4-methoxy-aniline ClC=1C(=C(N)C=CC1OC)F